C1=CC=CC=2C3=CC=CC=C3C(C12)COC(=O)N1[C@@H](C[C@H](C1)OC(C)(C)C)C(=O)O (2S,4R)-1-(((9H-fluoren-9-yl)methoxy)carbonyl)-4-(t-butoxy)pyrrolidine-2-carboxylic acid